NC1=CC=C(CN2CCN(CC2)C(C)=O)C=C1 (4-(4-aminobenzyl)piperazine-1-yl)ethanone